COC1=C(C=CC=C1)C1=CC=C(C=C1)C=1C=CC2=C(NC(=N2)C)C1 6-(2'-methoxy-[1,1'-Biphenyl]-4-yl)-2-Methyl-1H-benzo[d]Imidazol